F[B-](F)(F)F.FC1=CC=C(C=C1)C1=[O+]C(=CC(=C1)C1=CC=C(C=C1)F)C1=CC=C(C=C1)F 2,4,6-tris(4-fluorophenyl)pyrylium tetrafluoroborate